6-(1,1-difluoroethyl)-N-[2-[4-(hydroxymethyl)cyclohexyl]-6-methoxy-indazol-5-yl]pyridine-2-carboxamide FC(C)(F)C1=CC=CC(=N1)C(=O)NC1=CC2=CN(N=C2C=C1OC)C1CCC(CC1)CO